ClC1=C(C=C(C=C1)F)C1(NC(C2=C3C(=CC(=C12)NC(C1=CC(=CC(=C1)C(F)(F)F)F)=O)OCC(N3)=O)=O)O N-(7-(2-chloro-5-fluorophenyl)-7-hydroxy-2,9-dioxo-1,2,3,7,8,9-hexahydro-[1,4]oxazino[3,2-e]isoindol-6-yl)-3-fluoro-5-(trifluoromethyl)benzamide